BrC1=CC2=C(N(C(N2[C@@H]2CN(CC2)C(=O)OC(C)(C)C)=O)CC2=NC=C(C(=O)OC)C=C2)C=C1F methyl (S)-6-((5-bromo-3-(1-(tert-butoxycarbonyl)pyrrolidine-3-yl)-6-fluoro-2-oxo-2,3-dihydro-1H-benzo[d]imidazole-1-yl)methyl)nicotinate